C1(CC1)C1=C(C(=NO1)C1=C(C=CC=C1Cl)Cl)COC1C[C@H]2CC[C@@H](C1)N2C=2SC=C(N2)C2=CC(=C(C(=O)O)C=C2)C 4-(2-((1R,3r,5S)-3-((5-cyclopropyl-3-(2,6-dichlorophenyl)isoxazol-4-yl)methoxy)-8-azabicyclo[3.2.1]octan-8-yl)thiazol-4-yl)-2-methylbenzoic acid